5'-O-(4,4'-Dimethoxytrityl)-N4-acetyl-2'-fluorocytidine COC1=CC=C(C(C2=CC=C(C=C2)OC)(C2=CC=CC=C2)OC[C@@H]2[C@H]([C@]([C@@H](O2)N2C(=O)N=C(NC(C)=O)C=C2)(O)F)O)C=C1